triphenodioxazine C1=CC=CC=2OC3=CC4=NC5=CC=CC=C5OC4=CC3=NC12